1-((tetrahydro-2H-pyran-4-yl)carbamoyl)-6-azaspiro[2.5]Octane-6-carboxylic acid tert-butyl ester C(C)(C)(C)OC(=O)N1CCC2(CC2C(NC2CCOCC2)=O)CC1